COC=1C=C(C=CC1OC)C1=NC2=C(N1)C=C(C=C2C)C2CCN(CC2)C2CC1CCC(C2)N1CC(C)C 2-(3,4-dimethoxyphenyl)-6-(1-(8-isobutyl-8-azabicyclo[3.2.1]octan-3-yl)piperidin-4-yl)-4-methyl-1H-benzo[d]imidazole